O=C1C(=C(C(C2=CC=CC=C12)=O)CCC)CC1=C(C(=NC=C1)C#N)F ((1,4-dioxo-3-propyl-1,4-dihydronaphthalen-2-yl)methyl)-3-fluoropicolinonitrile